2-(4-(9,10-di(naphthalen-2-yl)anthracene-2-yl)phenyl)-1-phenyl-1H-benzo-[D]imidazole C1=C(C=CC2=CC=CC=C12)C=1C2=CC=CC=C2C(=C2C=CC(=CC12)C1=CC=C(C=C1)C1=NC2=C(N1C1=CC=CC=C1)C=CC=C2)C2=CC1=CC=CC=C1C=C2